ClCOCCC[Si](C)(C)C 3-(chloromethoxy)propyl-trimethyl-silane